methyl (Z)-8-(2,4-dichlorophenyl)-9-(4-((1-(3-fluoropropyl)azetidin-3-yl)(methoxyimino)methyl)phenyl)-6,7-dihydro-5H-benzo[7]annulene-3-carboxylate ClC1=C(C=CC(=C1)Cl)\C=1\CCCC2=C(\C1\C1=CC=C(C=C1)C(=NOC)C1CN(C1)CCCF)C=CC(=C2)C(=O)OC